2-amino-3-methyl-N-(5,6,7,8-tetrahydroquinolin-5-yl)-N-[[5-(trifluoromethyl)-2-pyridyl]methyl]quinoline-6-carboxamide NC1=NC2=CC=C(C=C2C=C1C)C(=O)N(CC1=NC=C(C=C1)C(F)(F)F)C1C=2C=CC=NC2CCC1